C(NC1=CC=CC=C1)([O-])=O.[Mo+4].C(NC1=CC=CC=C1)([O-])=O.C(NC1=CC=CC=C1)([O-])=O.C(NC1=CC=CC=C1)([O-])=O molybdenum carbanilate